N-{6-[(3-ethyl-1H-pyrazol-5-yl)amino]-5-methoxy-1,2-benzoxazol-3-yl}-2,6-dimethoxy-N-[(4-methoxyphenyl)methyl]benzene-1-sulfonamide C(C)C1=NNC(=C1)NC1=CC2=C(C(=NO2)N(S(=O)(=O)C2=C(C=CC=C2OC)OC)CC2=CC=C(C=C2)OC)C=C1OC